N-cyclohexyl-1-[2-(4-methylpyridin-2-yl)-5H,6H,7H-cyclopenta[d]pyrimidin-4-yl]azetidine-3-carboxamide C1(CCCCC1)NC(=O)C1CN(C1)C=1C2=C(N=C(N1)C1=NC=CC(=C1)C)CCC2